(4-(((2S,4R)-1-([1,1'-biphenyl]-4-yl)-5-ethoxy-4-methyl-5-oxopentan-2-yl)amino)-4-oxobutanoyl)-L-isoleucine C1(=CC=C(C=C1)C[C@H](C[C@H](C(=O)OCC)C)NC(CCC(=O)N[C@@H]([C@@H](C)CC)C(=O)O)=O)C1=CC=CC=C1